(1S,4S)-tert-Butyl 5-(5-((4-((4-(acetamidomethyl)piperidin-1-yl)methyl)-6-(3,5-dichlorophenyl)pyridin-2-yl)oxy)pyridin-2-yl)-2,5-diazabicyclo[2.2.1]heptane-2-carboxylate C(C)(=O)NCC1CCN(CC1)CC1=CC(=NC(=C1)C1=CC(=CC(=C1)Cl)Cl)OC=1C=CC(=NC1)N1[C@@H]2CN([C@H](C1)C2)C(=O)OC(C)(C)C